Lauryl gallate (dodecyl gallate) C(CCCCCCCCCCC)C1=C(C(=O)O)C=C(C(=C1O)O)O.C(C1=CC(O)=C(O)C(O)=C1)(=O)OCCCCCCCCCCCC